FC1=CC=C2N1C=C(N=C2C2=CC=C(C=C2)C(F)(F)F)CN (6-Fluoro-1-(4-(trifluoromethyl)phenyl)pyrrolo[1,2-a]pyrazin-3-yl)methanamine